ClCCNS(=O)(=O)C1=CC=C(C=C1)C=1CCC(CC1)(F)F N-(2-chloroethyl)-4',4'-difluoro-2',3',4',5'-tetrahydro-[1,1'-biphenyl]-4-sulfonamide